2-triallylmethyl-1-butanol C(C=C)C(C(CO)CC)(CC=C)CC=C